NC1=NN2C(N=CC=C2)=C1C(=O)NC=1C(=NN(C1)C[C@@H](COC)O)C1=C(C=CC(=C1)Cl)OC (S)-2-amino-N-(3-(5-chloro-2-methoxyphenyl)-1-(2-hydroxy-3-methoxypropyl)-1H-pyrazol-4-yl)pyrazolo[1,5-a]pyrimidine-3-carboxamide